Tert-butyl 2-(8-(imidazo[1,5-a]pyrazin-8-yl)-1-(4-methoxybenzyl)-2-oxo-1,3,8-triazaspiro[4.5]decan-3-yl)acetate C=1N=CN2C1C(=NC=C2)N2CCC1(CN(C(N1CC1=CC=C(C=C1)OC)=O)CC(=O)OC(C)(C)C)CC2